9-(2,3-difluoro-6-(2-morpholinothiazol-4-yl)phenoxy)-N-(7-((4-(2,6-dioxopiperidin-3-yl)phenyl)amino)-7-oxoheptyl)nonanamide FC1=C(OCCCCCCCCC(=O)NCCCCCCC(=O)NC2=CC=C(C=C2)C2C(NC(CC2)=O)=O)C(=CC=C1F)C=1N=C(SC1)N1CCOCC1